5-methoxy-isatin COC=1C=C2C(C(NC2=CC1)=O)=O